FC1(CCC(CC1)[C@H](NC(=O)C1=CC=NN1C(C)C)C=1N=C2N(N=CC(=C2)[C@H](C(C)C)NC(CCC(F)(F)F)=O)C1)F |o1:27| N-((S)-(4,4-Difluorocyclohexyl)(7-((S*)-2-methyl-1-(4,4,4-trifluorobutanamido)propyl)imidazo[1,2-b]pyridazin-2-yl)methyl)-1-isopropyl-1H-pyrazole-5-carboxamide